quinolinecarbonitrile C1=CC=C2C(=C1)C=CC(=N2)C#N